CS(=O)(=O)CCN(C(\C=C\C1=CC=C(C=C1)C)=O)C1=NNC=C1 (E)-N-(2-methylsulfonylethyl)-3-(p-tolyl)-N-(1H-pyrazol-3-yl)prop-2-enamide